fluorenyl-tritylamine C1(=CC=CC=2C3=CC=CC=C3CC12)NC(C1=CC=CC=C1)(C1=CC=CC=C1)C1=CC=CC=C1